BrC=1C=C(C(=O)NCCCC2=CC=CC=C2)C=CC1 3-bromo-N-(3-phenylpropyl)benzamide